C(C)(=O)ON=CC1=CC=2C(C3=CC=CC=C3SC2C=C1)=O 2-(acetoxyiminomethyl)thioxanth-9-one